C(CCCCCCCCCCCCCCCCC)OCCCCCCCCCCCCCCCCCC monostearyl ether